NC1=NC=2C(=CC(=CC2C=2N1N=C(N2)CO)F)OC (5-amino-9-fluoro-7-methoxy-[1,2,4]triazolo[1,5-c]quinazolin-2-yl)methanol